BrC=1C=C2C(=NC1)N(N=C2CC=O)COCC[Si](C)(C)C 2-(5-bromo-1-[[2-(trimethylsilyl)ethoxy]methyl]pyrazolo[3,4-b]pyridin-3-yl)acetaldehyde